tert-butyl 4-[(2R,6S)-2,6-dimethylmorpholin-4-yl]methyl-4-hydroxypiperidine-1-carboxylate C[C@@H]1CN(C[C@@H](O1)C)CC1(CCN(CC1)C(=O)OC(C)(C)C)O